3,8-dimethyl diazacyclooctatetraene-3,8-dicarboxylate N1=NC(=CC=CC=C1C(=O)OC)C(=O)OC